6-[3-bromo-5-fluoro-4-(2-oxopropoxy)phenyl]-5-methyl-4,5-dihydro-2H-pyridazin-3-one BrC=1C=C(C=C(C1OCC(C)=O)F)C=1C(CC(NN1)=O)C